N-(2-((2,6-dimethylphenyl)amino)-2-oxoethyl)-N,N-diethyl-3-phenylpropan-1-Aminium Bromide [Br-].CC1=C(C(=CC=C1)C)NC(C[N+](CCCC1=CC=CC=C1)(CC)CC)=O